N-(6-(2,2-difluoroethoxy)pyridin-2-yl)-2-(1H-imidazol-1-yl)isonicotinamide FC(COC1=CC=CC(=N1)NC(C1=CC(=NC=C1)N1C=NC=C1)=O)F